C[C@H]1N(C[C@@H]([C@H]([C@@H]1O)O)O)CC1CCC2(CCCC2)CC1 (2R,3R,4R,5S)-2-methyl-1-(spiro[4.5]dec-8-ylmethyl)piperidin-3,4,5-triol